NCCNC(=O)C=1C=C2C(C3=NC4=CC(=CC(=C4C(N3C2=CC1)=O)Cl)Cl)=O N-(2-aminoethyl)-1,3-dichloro-6,12-dioxoindolo[2,1-b]quinazoline-8-carboxamide